(1-(5-(5-amino-1,3,4-oxadiazol-2-yl)-4-cyclobutyl-2-ethylbenzoyl)piperidin-4-yl)benzonitrile NC1=NN=C(O1)C=1C(=CC(=C(C(=O)N2CCC(CC2)C2=C(C#N)C=CC=C2)C1)CC)C1CCC1